C12C3=CC=CC=C3C(CC1)N2 11-azatricyclo[6.2.1.02,7]Undecane-2,4,6-triene